1-(4-sulfobutyl)quinoline p-toluenesulfonic acid salt CC1=CC=C(C=C1)S(=O)(=O)O.S(=O)(=O)(O)CCCCN1CC=CC2=CC=CC=C12